NC1=CC=CC(=N1)S(=O)(=O)NC(=O)C=1C(=NC=C(C1)C1=CC(=CC(=C1)OC)F)N1C(CC(C1)C)(C)C N-[(6-Amino-2-pyridyl)sulfonyl]-5-(3-fluoro-5-methoxyphenyl)-2-(2,2,4-trimethylpyrrolidin-1-yl)pyridin-3-carboxamid